3-(2-(methylthio)-5-(trifluoromethyl)pyrimidin-4-yl)-1H-pyrrolo[2,3-b]pyridine-6-carboxylic acid CSC1=NC=C(C(=N1)C1=CNC2=NC(=CC=C21)C(=O)O)C(F)(F)F